CN(C)CC1(CC1)COC=1N=C(C2=C(N1)CN(CC2)C2=CC=CC1=CC=CC(=C21)CC)N2CC(CCC2)C2=NN=C(O2)N (1-(2-((1-((dimethylamino)methyl)cyclopropyl)methoxy)-7-(8-ethylnaphthalen-1-yl)-5,6,7,8-tetrahydropyrido[3,4-d]pyrimidin-4-yl)piperidin-3-yl)-1,3,4-oxadiazol-2-amine